methyl 3-((1-methyl-1H-indazol-4-yl)thio)propanoate CN1N=CC2=C(C=CC=C12)SCCC(=O)OC